CC1=C(C2=C(N=CN=C2NC2(CC2)C)O1)C(=O)NC1=CC=C(C=C1)C1CCO1 6-methyl-4-[(1-methylcyclopropyl)amino]-N-[4-(oxetan-4-yl)phenyl]furo[2,3-d]pyrimidine-5-carboxamide